BrC=1C=CC2=C(N=C(S2)S(=O)(=O)NC([C@H]([C@@H](C)OC(C)(C)C)NC(OC(C)(C)C)=O)=O)C1 t-Butyl ((2S,3R)-1-(5-bromobenzo[d]thiazole-2-sulfonamido)-3-(tert-butoxy)-1-oxobutan-2-yl)carbamate